(4-(2-((dimethylamino)methylene)hydrazine-1-carbonyl)pyrimidin-2-yl)-N,N-dimethylformamidine CN(C)C=NNC(=O)C1=NC(=NC=C1)C(=N)N(C)C